[5-(3-chloro-2-piperazin-1-yl-6-quinolyl)-1,2,4-oxadiazol-3-yl]methanamine dihydrochloride Cl.Cl.ClC=1C(=NC2=CC=C(C=C2C1)C1=NC(=NO1)CN)N1CCNCC1